6-(4-(2-((tert-butyldimethylsilyl)oxy)ethyl)benzyl)-8-fluoro-3-(phenylsulfonyl)-7-(o-tolyl)-3,6-dihydropyrrolo[3,2-e]indazole [Si](C)(C)(C(C)(C)C)OCCC1=CC=C(CN2C(=C(C=3C=4C=NN(C4C=CC32)S(=O)(=O)C3=CC=CC=C3)F)C3=C(C=CC=C3)C)C=C1